2-bromo-1-(difluoromethyl)-3-nitro-benzene BrC1=C(C=CC=C1[N+](=O)[O-])C(F)F